F[C@](C=O)(O)[C@H](O)[C@H](O)[C@@H](O)C 2-Fluorofucose